N=1C=CN2C1C=C(C=C2)C2N(CC2)C(=O)OC(C)(C)C tert-butyl 2-imidazo[1,2-a]pyridin-7-ylazetidine-1-carboxylate